C(C=C)OCC(C)(C)S(=O)(=O)C1(CC1)CN1C(C2=C(CC1)C(=NN2C)C(=O)NCC2=CC=C(C=C2)C#N)=O 6-((1-((1-(Allyloxy)-2-methylpropan-2-yl)sulfonyl)cyclopropyl)methyl)-N-(4-cyanobenzyl)-1-methyl-7-oxo-4,5,6,7-tetrahydro-1H-pyrazolo[3,4-c]pyridine-3-carboxamide